(Z)-5-(2-nitroprop-1-en-1-yl)thiophene-2-carboxylic acid methyl ester COC(=O)C=1SC(=CC1)\C=C(\C)/[N+](=O)[O-]